4-((5-(1-benzyl-1H-benzo[d]imidazol-6-yl)-1H-pyrazol-3-yl)carbamoyl)benzoic acid methyl ester COC(C1=CC=C(C=C1)C(NC1=NNC(=C1)C=1C=CC2=C(N(C=N2)CC2=CC=CC=C2)C1)=O)=O